OC1C(OC(C(C1O)O)OC1=C(OC2=CC=CC=C2C1=O)C1=CC=C(C=C1)O)C(=O)O 3,4,5-trihydroxy-6-{[2-(4-hydroxyphenyl)-4-oxo-4H-chromen-3-yl]oxy}oxane-2-carboxylic acid